(ethoxymethyl)-4-(2-methylpyridin-4-yl)-N-(4-(methylsulfonyl)phenyl)thiazol-2-amine C(C)OCC1=C(N=C(S1)NC1=CC=C(C=C1)S(=O)(=O)C)C1=CC(=NC=C1)C